N-(bis(4-chlorophenyl)methyl)-4-methyl-2-oxooxazolidine-5-carboxamide ClC1=CC=C(C=C1)C(NC(=O)C1C(NC(O1)=O)C)C1=CC=C(C=C1)Cl